2-[3-[[4-[[4-(trifluoromethyl)phenyl]methyl]pyrazolo[1,5-a]pyridine-3-carbonyl]amino]-1-bicyclo[1.1.1]pentanyl]acetic acid FC(C1=CC=C(C=C1)CC=1C=2N(C=CC1)N=CC2C(=O)NC21CC(C2)(C1)CC(=O)O)(F)F